O1CCCCC1 tetrahydro-4H-pyran